[Cl-].[Cl-].CC1=C(C(C=C1)(C1(CCCCC1)C(C)C)C)[Zr+2]C1=C(C=CC1(C)C1(CCCCC1)C(C)C)C bis(1,3-dimethyl-3-(1-isopropylcyclohexyl)cyclopentadienyl)zirconium dichloride